N1C[C@@H](CC1)CO (R)-pyrrolidin-3-methanol